ClC=1C=C2C(=C3C4(NC(NC13)=O)CCCCC4)OC(=C2)CN2CCN(CC2)C=O 4-{5'-chloro-7'-oxo-7',8'-dihydro-6'H-spiro[cyclohexane-1,9'-furo[2,3-f]quinazoline]-2'-ylmethyl}piperazine-1-carbaldehyde